NC1=NC(=C(C(=N1)N)C#N)N[C@@H](C)C1=CN(C2=NC=CC(=C21)Cl)C2=NC=CC=C2 (S)-2,4-diamino-6-((1-(4-chloro-1-(pyridin-2-yl)-1H-pyrrolo[2,3-b]pyridin-3-yl)ethyl)amino)pyrimidine-5-carbonitrile